N-(3-chloro-5-methylbenzyl)-2-(2,5-dimethoxy-4-methylphenyl)propan-2-amine ClC=1C=C(CNC(C)(C)C2=C(C=C(C(=C2)OC)C)OC)C=C(C1)C